guanidinopropionic acid hydroiodic acid salt I.N(C(=N)N)C(C(=O)O)C